2-(1H-pyrazol-3-yl)-1H-naphthalen N1N=C(C=C1)C1CC2=CC=CC=C2C=C1